tert-butyl 5-(benzyloxy)-4-methoxy-2-methylpentanoate C(C1=CC=CC=C1)OCC(CC(C(=O)OC(C)(C)C)C)OC